C(C1=CC=CC=C1)OC1=C(C(=NC(=C1)Cl)C)C1=NC=CN=C1 2-(4-benzyloxy-6-chloro-2-methyl-3-pyridyl)pyrazine